1-(4-(1,4-dimethyl-2-(4-(methylsulfonyl)phenyl)-1H-benzo[d]imidazol-6-yl)benzyl)-N,N-dimethylpiperidin-4-amine CN1C(=NC2=C1C=C(C=C2C)C2=CC=C(CN1CCC(CC1)N(C)C)C=C2)C2=CC=C(C=C2)S(=O)(=O)C